bis-cyclopenta-dienyl-magnesium C1(=CC=CC1)[Mg]C1=CC=CC1